FC(C(=O)O)(F)F.FC(C(=O)O)(F)F.COC1=C(C=C(C=N1)N1CC2=C(N=CN=C2)CC1)C(F)(F)F 6-(6-methoxy-5-trifluoromethyl-pyridin-3-yl)-5,6,7,8-tetrahydro-pyrido[4,3-d]pyrimidine ditrifluoroacetate